C(CCCCCCCCCCCCCCC(C)C)(=O)OCCCCOC(CCCCCCCCCCCCCCC(C)C)=O butylene glycol diisostearate